N1-(4-(5-(cyclopropylmethyl)-1-methyl-1H-pyrazol-4-yl)-pyridin-2-yl)cyclohexane-1,4-diamine C1(CC1)CC1=C(C=NN1C)C1=CC(=NC=C1)NC1CCC(CC1)N